(4-cyanobicyclo[2.2.2]octan-1-yl)-4-fluoro-2-[(3,3,3-trifluoropropyl)sulfonamido]benzamide C(#N)C12CCC(CC1)(CC2)C=2C(=C(C(=O)N)C=CC2F)NS(=O)(=O)CCC(F)(F)F